(S)-3-(6-oxo-1'-(piperidine-4-carbonyl)-6,8-dihydro-2H,7H-spiro[furo[2,3-e]isoindole-3,4'-piperidin]-7-yl)piperidine-2,6-dione O=C1N(CC2=C3C(=CC=C12)C1(CCN(CC1)C(=O)C1CCNCC1)CO3)[C@@H]3C(NC(CC3)=O)=O